C(C1=CC=CC=C1)C1=NC(=NN1)C(=O)N[C@@H]1C(N(C2=C(OC1)C=CC(=C2)\C=C\C(N2CCCC2)=O)C)=O (S,E)-5-benzyl-N-(5-methyl-4-oxo-7-(3-oxo-3-(pyrrolidin-1-yl)prop-1-en-1-yl)-2,3,4,5-tetrahydrobenzo[b][1,4]oxazepin-3-yl)-1H-1,2,4-triazole-3-carboxamide